α-acryloyloxy-β,β-dimethyl-γ-butyrolactone C(C=C)(=O)OC1C(=O)OCC1(C)C